CC1=C(COCCCC(C(=O)OCC2=CC(=CC=C2)Cl)(C)C)C=C(C=C1)C 3-chlorobenzyl 5-(2,5-dimethylbenzyloxy)-2,2-dimethylvalerate